FC=1C=CC2=C(N(C=N2)C)C1 6-fluoro-1-methyl-benzimidazole